[I-].IC(C)C1=C(C=CC=C1)P(C1=CC=CC=C1)C1=CC=CC=C1 1-iodoethyl-triphenylphosphine iodide